FC1(CCN(CC1)C1=C(C=C(C=N1)C(=O)N)F)F 6-(4,4-difluoropiperidin-1-yl)-5-fluoropyridine-3-carboxamide